C1(CC1)C(C)N1N=CC=2C1=NC(=NC2)C(=O)O 1-(1-cyclopropylethyl)-1H-pyrazolo[3,4-d]pyrimidine-6-carboxylic acid